ClC1=NC=C(C(=C1)N[C@@H](CCOC1=C(C=NN1C)C1=NC=CC(=N1)N)C)C#CC=1C=NN(C1)CCF (R)-2-(5-(3-((2-Chloro-5-((1-(2-fluoroethyl)-1H-pyrazol-4-yl)ethynyl)pyridin-4-yl)amino)butoxy)-1-methyl-1H-pyrazol-4-yl)pyrimidin-4-amine